C(C)(C)(C)C1=CC=C(C=C1)C=1N=C(SC1)N(C)C1=C(N=C2N1C=C(C=C2)I)CC [4-(4-tert-Butyl-phenyl)-thiazol-2-yl]-(2-ethyl-6-iodo-imidazo[1,2-a]pyridin-3-yl)-methyl-amine